COC=1C=C(C=CC1OC)C1=NOC(=N1)C1CCN(CC1)C(CNC(=O)N1CCCCC1)=O N-[2-[4-[3-(3,4-dimethoxyphenyl)-1,2,4-oxadiazol-5-yl]-1-piperidinyl]-2-oxo-ethyl]piperidine-1-carboxamide